N1(CCCC1)C1=CC=C(C=N1)C(C)=O 1-(6-(pyrrolidin-1-yl)pyridin-3-yl)ethan-1-one